5-bromo-1,3-thiazole-2-carboxylic acid BrC1=CN=C(S1)C(=O)O